CCC(CC)COC(=O)[C@H](C)N[P@](=O)(OC[C@@H]1[C@H]([C@H]([C@](O1)(C#N)C2=CC=C3N2N=CN=C3N)O)O)OC4=CC=CC=C4 The molecule is a carboxylic ester resulting from the formal condensation of the carboxy group of N-[(S)-{[(2R,3S,4R,5R)-5-(4-aminopyrrolo[2,1-f][1,2,4]triazin-7-yl)-5-cyano-3,4-dihydroxytetrahydrofuran-2-yl]methoxy}(phenoxy)phosphoryl]-L-alanine with the hydroxy group of 2-ethylbutan-1-ol. A broad-spectrum antiviral prodrug with potent in vitro antiviral activity against a diverse panel of RNA viruses such as Ebola virus, MERS-CoV and SARS-CoV. It is currently in Phase III clinical trials for the treatment of Covid-19 in adults. It has a role as an antiviral drug, a prodrug and an anticoronaviral agent. It is a carboxylic ester, a pyrrolotriazine, a nitrile, a phosphoramidate ester, a C-nucleoside and an aromatic amine. It derives from a GS-441524.